(2-fluoro-4-nitrophenyl)-4-methylpiperazin-2-ylethan-1-ol FC1=C(C=CC(=C1)[N+](=O)[O-])C(C)(O)C1NCCN(C1)C